C1(=CC(=C(C=C1)C)C)CC1=CC(=C(C=C1)C)C bis(3,4-xylyl)methane